(1R,5S)-8-(7-(2-amino-7-fluorobenzo[d]thiazol-4-yl)-6-chloro-8-fluoro-2-(((2R,7aS)-2-fluorotetrahydro-1H-pyrrolizin-7a(5H)-yl)methoxy)quinazolin-4-yl)-8-azabicyclo[3.2.1]octan-3-ol NC=1SC2=C(N1)C(=CC=C2F)C2=C(C=C1C(=NC(=NC1=C2F)OC[C@]21CCCN1C[C@@H](C2)F)N2[C@H]1CC(C[C@@H]2CC1)O)Cl